CC1=NC=C(C(=O)NCCN2[C@H](CCC2)C)C=C1NC1=NN(C=2C=3N(N=CC21)C=C(C3)C=3C=NN(C3)C3COC3)C (S)-6-methyl-5-((1-methyl-8-(1-(oxetan-3-yl)-1H-pyrazol-4-yl)-1H-pyrazolo[3,4-d]pyrrolo[1,2-b]pyridazin-3-yl)amino)-N-(2-(2-methylpyrrolidin-1-yl)ethyl)nicotinamide